1-((2S)-4-(5-chloro-7-fluoro-6-(3-hydroxy-1-naphthalenyl)-2,1-benzothiazol-3-yl)-2-methyl-1-piperazinyl)-2-propen-1-one ClC=1C(=C(C=2C(=C(SN2)N2C[C@@H](N(CC2)C(C=C)=O)C)C1)F)C1=CC(=CC2=CC=CC=C12)O